C(C)OC=CB1OC(C(O1)(C)C)(C)C 2-(2-ethoxyvinyl)-4,4,5,5-Tetramethyl-1,3,2-dioxaborolan